N1=CC=C(C=C1)C1=CC(=NN1)C(=O)N1CCC(CC1)C(=O)NC1CCC(CC1)CC 1-[5-(pyridin-4-yl)-1H-pyrazole-3-carbonyl]-N-[(1s,4r)-4-ethylcyclohexyl]piperidine-4-carboxamide